sulfonyl-6-[3-[(2,2,3,3-tetramethylcyclopropyl)methoxy]pyrazol-1-yl]-2-[(4S)-2,2,4-trimethylpyrrolidin-1-yl]pyridine-3-carboxamide S(=O)(=O)=NC(=O)C=1C(=NC(=CC1)N1N=C(C=C1)OCC1C(C1(C)C)(C)C)N1C(C[C@@H](C1)C)(C)C